O1C=NC=2C1=CC=CC2O benzoxazol-4-ol